OC(=O)CCN1C(=O)C2C3C=CC(C2C1=O)C3 N-(hydroxycarbonylethyl)bicyclo[2.2.1]Hept-5-ene-2,3-dicarboximide